C(=C)N[C@@H](CCC(=O)O)C(=O)O Vinyl-glutamic acid